FC(CC=1C=C2C(=NC=NC2=CC1)N1CC2(C1)CCN(CC2)CC2=CC1=C(NS(CCO1)(=O)=O)C=C2)(F)F 7-((2-(6-(2,2,2-trifluoroethyl)quinazolin-4-yl)-2,7-diazaspiro[3.5]nonan-7-yl)methyl)-3,4-dihydro-1H-benzo[f][1,4,5]oxathiazepine 2,2-dioxide